3-acetamido-N-(5-(2-chlorophenyl)-1,3,4-thiadiazol-2-yl)isoxazole-5-carboxamide C(C)(=O)NC1=NOC(=C1)C(=O)NC=1SC(=NN1)C1=C(C=CC=C1)Cl